O=S1(N=C2N(CC1)C=CC=C2NC(C2=CC=C(C=C2)C(C)C)=O)=O N-(2,2-dioxido-3,4-dihydropyrido[2,1-c][1,2,4]thiadiazin-9-yl)-4-(1-methylethyl)benzamide